O=CCC1CN(C1)C(=O)OC(C)(C)C tert-butyl 3-(2-oxoethyl)azetidine-1-carboxylate